BrC1=C(C=C(C=C1)Br)S(=O)(=O)Cl 2,5-dibromobenzenesulfonyl chloride